N-(4-cyano-2-fluorophenyl)-N-(methoxymethyl)-4-(pyridin-3-yl)-1H-pyrrole-3-sulfonamide C(#N)C1=CC(=C(C=C1)N(S(=O)(=O)C1=CNC=C1C=1C=NC=CC1)COC)F